ClC=1C=C(CCNC(C)=O)C=CC1C=1N(C2=NC=NC(=C2N1)OC1(CC1)C)CC1=NC=CC(=C1)C N-(3-chloro-4-(6-(1-methylcyclopropoxy)-9-((4-methylpyridin-2-yl)methyl)-9H-purin-8-yl)phenethyl)acetamide